3-(5-(1-(3-(4-((4-(4-amino-3-(4-phenoxyphenyl)-1H-pyrazolo[3,4-d]pyrimidin-1-yl)piperidin-1-yl)methyl)piperidin-1-yl)propyl)piperidin-4-yl)-1-oxoisoindolin-2-yl)piperidine-2,6-dione NC1=C2C(=NC=N1)N(N=C2C2=CC=C(C=C2)OC2=CC=CC=C2)C2CCN(CC2)CC2CCN(CC2)CCCN2CCC(CC2)C=2C=C1CN(C(C1=CC2)=O)C2C(NC(CC2)=O)=O